(1R,3S)-3-{5-[trans-2-(2-formyl-3-hydroxy-5-methoxyphenyl)cyclopropaneamido]-2H-pyrazol-3-yl}cyclopentyl N-isopropylcarbamate C(C)(C)NC(O[C@H]1C[C@H](CC1)C=1NN=C(C1)NC(=O)[C@H]1[C@@H](C1)C1=C(C(=CC(=C1)OC)O)C=O)=O